CC(C)(C)C1=CC(=CC=C1O)C=C 6-(1,1-dimethylethyl)-4-ethenyl-phenol